(3R,4S)-1-tert-Butoxycarbonyl-3-tert-Butyldimethylsiloxy-4-(3-tert-Butyldimethylsiloxy-1-propynyl)-2-azetidinone C(C)(C)(C)OC(=O)N1C([C@@H]([C@@H]1C#CCO[Si](C)(C)C(C)(C)C)O[Si](C)(C)C(C)(C)C)=O